N-(2-((2R,3R)-1,2-dimethylpiperidin-3-yl)thieno[2,3-b]pyridin-4-yl)-4-fluorobenzo[d]thiazol-5-amine CN1[C@@H]([C@@H](CCC1)C1=CC=2C(=NC=CC2NC=2C=CC3=C(N=CS3)C2F)S1)C